FC=1C=C2C(C(N(C2=CC1)C1CCN(CC1)C1CCC(CC1)C(C)C)=O)CC(=O)N(N)C 2-(5-fluoro-1-(1-((1s,4s)-4-isopropylcyclohexyl)piperidin-4-yl)-2-oxoindolin-3-yl)-N-methylacetohydrazide